N-((1r,4r)-4-(3-chloro-4-cyanophenoxy)cyclohexyl)-6-(4-((4-(2-(2,6-dioxopiperidine-3-yl)-7-fluoro-1-oxoisoindoline-5-yl)piperidin-1-yl)methyl)piperidin-1-yl)pyridazine-3-carboxamide ClC=1C=C(OC2CCC(CC2)NC(=O)C=2N=NC(=CC2)N2CCC(CC2)CN2CCC(CC2)C=2C=C3CN(C(C3=C(C2)F)=O)C2C(NC(CC2)=O)=O)C=CC1C#N